COC(=O)C=1N(C=C(C1)C1=CC=C(C=C1)C#N)CC1=C(C=CC(=C1)Br)N 1-(2-Amino-5-bromobenzyl)-4-(4-cyanophenyl)-1H-pyrrole-2-carboxylic acid methyl ester